C1=C(C=CC2=CC=CC=C12)CN1N=CC(=C1)B1OC(C(O1)(C)C)(C)C 1-(naphthalen-2-ylmethyl)-4-(4,4,5,5-tetramethyl-1,3,2-dioxaborolan-2-yl)-1H-pyrazole